ClC1=CC=C2C(=CNC2=C1OC)S(=O)(=O)NC1=NC=C(C(=N1)OC)CCC(F)F 6-chloro-N-[5-(3,3-difluoropropyl)-4-methoxy-pyrimidin-2-yl]-7-methoxy-1H-indole-3-sulfonamide